tetrahydro-1H-pyrrolo[1,2-C]imidazole-1,3(2H)-dione C1(C2N(C(N1)=O)CCC2)=O